NC=1C=2N(C(=CN1)C)C(=NC2C2=C(C(=C(C=C2)NC(C(O)C2=CC(=CC=C2)F)=O)F)F)C([2H])([2H])[2H] N-[4-[8-amino-5-methyl-3-(trideuteriomethyl)imidazo[1,5-a]pyrazin-1-yl]-2,3-difluoro-phenyl]-2-(3-fluoro-phenyl)-2-hydroxy-acetamide